1-(3-chloro-4-methyl-phenyl)-3-[(1S)-1-(2-pyrimidin-2-yl-1,2,4-triazol-3-yl)ethyl]urea ClC=1C=C(C=CC1C)NC(=O)N[C@@H](C)C=1N(N=CN1)C1=NC=CC=N1